S(=O)(=O)(O)O.S(=O)(=O)(O)CCCCC1=NC=CN1C sulfobutyl-3-methylimidazole hydrogensulfate